O=C1N(CC2=CC(=CC=C12)O[C@H]1[C@@H](CCCC1)N1CC(C1)C1=NC=CN=C1)C1C(NC(CC1)=O)=O 3-(1-oxo-5-(((1R,2R)-2-(3-(pyrazin-2-yl)azetidin-1-yl)cyclohexyl)oxy)isoindolin-2-yl)piperidine-2,6-dione